(S)-20-amino-17-oxo-4,7,10,13-tetraoxa-16-azahenicoSandioic acid N[C@@H](CCC(NCCOCCOCCOCCOCCC(=O)O)=O)C(=O)O